C(C)C(CS(=O)(=O)[O-])CC 2-ethylbutyl-sulfonate